6-fluoro-7-(2-fluorophenyl)-1-(4-methyl-2-(2-propanyl)-3-pyridinyl)-4-((2S)-2-methyl-4-(2-propenoyl)-1-piperazinyl)pyrido[2,3-d]pyrimidin-2(1H)-one FC1=CC2=C(N(C(N=C2N2[C@H](CN(CC2)C(C=C)=O)C)=O)C=2C(=NC=CC2C)C(C)C)N=C1C1=C(C=CC=C1)F